C(C)(C)(C)[C@@H]1CC=2C=C3C(=NC2CC1)SC(=N3)C(=O)N[C@H](CCN3CCC(CC3)O)C=3C=NC(=CC3)N3C(OCC3)=O (7S)-7-tert-butyl-N-[(1R)-3-(4-hydroxy-1-piperidyl)-1-[6-(2-oxooxazolidin-3-yl)-3-pyridyl]propyl]-5,6,7,8-tetrahydrothiazolo[5,4-b]quinoline-2-carboxamide